N1C=2C(=CC=C1)C=CC=CC2 cyclohepta[1,2-b]pyridin